FC(C1=C(C(C2=CC=C(C=C2)OC)OC2CN(C2)C(=O)NC(C)(C)C)C=CC=C1)(F)F 3-[2-(trifluoromethyl)-4'-methoxybenzhydryloxy]-N-(tert-butyl)azetidine-1-carboxamide